(S)-2-((2-(4-(4-(1-cyanochloropropyl)-1H-imidazol-2-yl)-2,6-difluorophenyl)-7-methylimidazo[1,2-a]pyridin-3-yl)methyl)morpholine-4-carboxylic acid methyl ester COC(=O)N1C[C@@H](OCC1)CC1=C(N=C2N1C=CC(=C2)C)C2=C(C=C(C=C2F)C=2NC=C(N2)C(CCCl)C#N)F